methyl (2S)-2-[(tert-butoxycarbonyl)amino]-3-[2-hydroxy-5-(trifluoromethyl)phenyl]propanoate C(C)(C)(C)OC(=O)N[C@H](C(=O)OC)CC1=C(C=CC(=C1)C(F)(F)F)O